N-[(4-hydroxy-1-methyl-7-phenoxyisoquinolin-3-yl)carbonyl]glycine methyl-(3E,5E)-2-oxo-6-phenylhexa-3,5-dienoate C/C(/C(C(=O)O)=O)=C\C=C\C1=CC=CC=C1.OC1=C(N=C(C2=CC(=CC=C12)OC1=CC=CC=C1)C)C(=O)NCC(=O)O